O1CCOC2=C1C=CC(=C2)C(=O)N2C[C@H]([C@@H](CC2)C(=O)N2CCC(CC2)(O)CN2C=NC1=C(C2=O)C=CN1C)C1=CC=CC=C1 3-[(1-{[(3R,4R)-1-(2,3-dihydro-1,4-benzodioxine-6-ylcarbonyl)-3-phenylpiperidin-4-yl]carbonyl}-4-hydroxypiperidin-4-yl)methyl]-7-methyl-3,7-dihydro-4H-pyrrolo[2,3-d]pyrimidin-4-one